N[C@H]1CS(C=C1)(=O)=O 3-(R)-amino-2,3-dihydrothiophene 1,1-dioxide